4-(prop-2-enylamino)benzoic acid C(C=C)NC1=CC=C(C(=O)O)C=C1